(S)-1-(1-(5-fluoro-3-methylbenzofuran-2-yl)-2-methylpropyl)-3-(2-(3-hydroxyazetidin-1-yl)pyrimidin-5-yl)urea FC=1C=CC2=C(C(=C(O2)[C@H](C(C)C)NC(=O)NC=2C=NC(=NC2)N2CC(C2)O)C)C1